CC1=CC=C(C=C1)S(=O)(=O)OCCC(C)(C)O (3-hydroxy-3-methyl-butyl) 4-methylbenzenesulfonate